NC1(C(CCCC1)=O)C1=C(C=CC=C1)C 2-amino-2-(o-tolyl)cyclohexan-1-one